C(C)(C)(C)P(C1=CC=C(C=C1)N(C)C)(C(C)(C)C)[Pd] (di-t-butyl(4-dimethylaminophenyl)phosphino)palladium